COC1=CC=C(CNCC2=C(N=CS2)C(=O)O)C=C1 5-(((4-methoxybenzyl)amino)methyl)thiazole-4-carboxylic acid